S1C(=NC2=C1C=CC=C2)NC(=O)C=2C=CC=C1CCN(CC21)C2=CC=C(C(=N2)C(=O)OC(C)(C)C)C2=C(C=C(C=C2)OCCCC2CCN(CC2)CC(=O)OCC)C(F)(F)F tert-butyl 6-(8-(benzo[d]thiazol-2-ylcarbamoyl)-3,4-dihydroisoquinolin-2(1H)-yl)-3-(4-(3-(1-(2-ethoxy-2-oxoethyl)piperidin-4-yl)propoxy)-2-(trifluoromethyl)phenyl)picolinate